7-(3,4-dichlorophenyl)-2-methylthiazolo[4,5-d]pyridazin-4(5H)-one ClC=1C=C(C=CC1Cl)C=1C2=C(C(NN1)=O)N=C(S2)C